C1(=C2C(=C3C(=C1)O3)O2)S diepoxyphenyl mercaptan